P(=O)(OC[N+]1=CC(=CC=C1)C=1C=NN(C1)CC=1C=NC(=CC1)SC1=CC=CC=C1)(O)[O-] (3-(1-((6-(phenylthio)pyridin-3-yl)methyl)-1H-pyrazol-4-yl)pyridin-1-ium-1-yl)methyl hydrogen phosphate